Arsenic choline OCC[N+](C)(C)C.[As+3]